7-((4-(2-difluoromethyl-6-(methylcarbamoyl)pyridin-3-yl)piperazin-1-yl)methyl)-6-fluoro-3-methylpyrazolo[1,5-a]quinoxalin-4(5H)-one FC(C1=NC(=CC=C1N1CCN(CC1)CC=1C(=C2NC(C=3N(C2=CC1)N=CC3C)=O)F)C(NC)=O)F